CC1=NNC2=CC=C(C=C12)C1=CN=C2N1N=C(C=C2)N2C[C@@H](N([C@@H](C2)C)C)C 3-(3-methyl-1H-indazol-5-yl)-6-((3S,5R)-3,4,5-trimethylpiperazin-1-yl)imidazo[1,2-b]pyridazine